8-((3R,4R)-4-(4-(tert-Butyl)phenoxy)-3-ethylpiperidin-1-yl)-5-methyl-6-oxo-5,6-dihydro-1,5-naphthyridin-2-carbonitril C(C)(C)(C)C1=CC=C(O[C@H]2[C@@H](CN(CC2)C2=CC(N(C=3C=CC(=NC23)C#N)C)=O)CC)C=C1